ClC1=C(C=CC=C1)C1=C(C=CC=C1)C1=CC2=CC=CC=C2C=C1C1=CC=CC=C1 2-(2'-chloro-[1,1'-biphenyl]-2-yl)-3-phenylnaphthalene